FC=1C=NC=C(C1N1CC(CC1)NC([O-])=O)NCC=1C=C2N=CC=NC2=CC1 (1-(3-fluoro-5-((quinoxalin-6-ylmethyl)amino)pyridin-4-yl)pyrrolidin-3-yl)carbamate